(2-((2-(2,6-Dioxopiperidin-3-yl)-1,3-Dioxoisoindolin-4-yl)amino)ethyl)carbamic acid benzyl ester C(C1=CC=CC=C1)OC(NCCNC1=C2C(N(C(C2=CC=C1)=O)C1C(NC(CC1)=O)=O)=O)=O